2-(N-(3-bromophenyl-ethyl)-4-methylphenylsulfonylamino)acetic acid BrC=1C=C(C=CC1)CCN(CC(=O)O)S(=O)(=O)C1=CC=C(C=C1)C